C[C@]12CC(CC(CC1)(N2)C)N(C=2SC=1N=C(N=CC1N2)C2=CC1=CN(N=C1C(=C2)F)C)C N-[(1R)-1,5-dimethyl-8-azabicyclo[3.2.1]octan-3-yl]-5-(7-fluoro-2-methyl-2H-indazol-5-yl)-N-methyl[1,3]thiazolo[5,4-d]pyrimidin-2-amine